6-(benzo[d]oxazol-2-ylmethoxy)-3',6'-dihydro-[2,4'-bipyridine]-1'(2'H)-carboxylic acid tert-butyl ester C(C)(C)(C)OC(=O)N1CCC(=CC1)C1=NC(=CC=C1)OCC=1OC2=C(N1)C=CC=C2